C(C)(C)(C)C1=CC=CC=2C3=CC=CC(=C3NC12)C(C)(C)C 1,8-di-t-butyl-carbazole